sulfur compound with nickel [Ni].[S]